ClC=1C=C(C=C(C1)C#N)C(C)(C)C1=CC=C(OCC2=NC(=NC=C2)N2CCN(CC2)C2CCN(CC2)C(=O)OC(C)(C)C)C=C1 tert-butyl 4-(4-(4-((4-(2-(3-chloro-5-cyanophenyl)propan-2-yl)phenoxy)methyl)pyrimidin-2-yl)piperazin-1-yl)piperidine-1-carboxylate